N1(CCNCC1)CCNC(C)=O N-(2-(piperazine-1-yl)ethyl)acetamide